The molecule is a 1-alkyl-2-acyl-sn-glycero-3-phosphserine in which the alkyl and acyl groups are specified as (1Z)-octadecenyl and arachidonoyl respectively. It derives from an arachidonic acid. It is a conjugate acid of a 1-(1Z-octadecenyl)-2-arachidonoyl-sn-glycero-3-phosphoserine(1-). CCCCCCCCCCCCCCCC/C=C\\OC[C@H](COP(=O)(O)OC[C@@H](C(=O)O)N)OC(=O)CCC/C=C\\C/C=C\\C/C=C\\C/C=C\\CCCCC